triphosphorine P1=PP=CC=C1